(S)-4-((6-chloro-1-(hydroxymethyl)-1,2,3,4-tetrahydronaphthalen-1-yl)methoxy)-3-nitrobenzoic acid methyl ester COC(C1=CC(=C(C=C1)OC[C@]1(CCCC2=CC(=CC=C12)Cl)CO)[N+](=O)[O-])=O